6-chloro-1-cyclopentyl-1H-pyrrolo[2,3-b]pyridine-4-carbaldehyde ClC=1C=C(C2=C(N1)N(C=C2)C2CCCC2)C=O